N[C@@H]1CCCC12CCN(CC2)C2=CN=C(C(=N2)CO)C2=C(C(=CC=C2)Cl)Cl (R)-(6-(1-amino-8-azaspiro[4.5]decan-8-yl)-3-(2,3-dichlorophenyl)pyrazin-2-yl)methanol